biphenyl-4-amine C1(=CC=C(C=C1)N)C1=CC=CC=C1